(2S)-2-[6-[5-chloro-3-(5-cyclopropyl-2-methylpyrazol-3-yl)oxypyridin-2-yl]pyridin-3-yl]-2-fluoroethanamine ClC=1C=C(C(=NC1)C1=CC=C(C=N1)[C@@H](CN)F)OC=1N(N=C(C1)C1CC1)C